CC1=C(C=C2C=NN(C2=C1)C1OCCCC1)C1=NC=CN=C1 6-methyl-5-(pyrazin-2-yl)-1-(tetrahydro-2H-pyran-2-yl)-1H-indazole